tert-butyl 6-(4-amino-6-(8-chloro-7-fluoronaphthalen-1-yl)-5-fluoropyridine-3-carbonothioyl)-2,6-diazaspiro[3.3]heptane-2-carboxylate NC1=C(C=NC(=C1F)C1=CC=CC2=CC=C(C(=C12)Cl)F)C(=S)N1CC2(CN(C2)C(=O)OC(C)(C)C)C1